S1C(SCCC1)C1=C[N+](=C2N(C1=O)C=CC=C2)CC2=CC=C(C=C2)C 3-(1,3-dithian-2-yl)-1-(4-methylbenzyl)-4-oxo-4H-pyrido[1,2-a]pyrimidinium